C(=O)O.ClC1=CC=2C=C3N(C(=NN(C3=O)CC(=O)N[C@H]3CN(CCC3)C3CCC3)C(C)C)C2S1 (R)-2-(2-chloro-8-isopropyl-5-oxothieno[3',2':4,5]pyrrolo[1,2-d][1,2,4]triazin-6(5H)-yl)-N-(1-cyclobutylpiperidin-3-yl)acetamide formate salt